2-((5-(2-((2-((1R,3R,4S)-3-(3-chloroprop-1-en-2-yl)-4-methyl-4-vinyl-cyclohexyl)allyl)(isopropyl)amino)ethyloxyl)-5-oxopentyloxy)ethyloxyl)-3-(phenylsulfonyl)-1,2,5-oxadiazole 2-oxide ClCC(=C)[C@@H]1C[C@@H](CC[C@]1(C=C)C)C(CN(CCOC(CCCCOCCO[N+]1(ON=CC1S(=O)(=O)C1=CC=CC=C1)[O-])=O)C(C)C)=C